5-methyl-1-(6-(trifluoromethyl)pyridin-3-yl)imidazolidin-2-one CC1CNC(N1C=1C=NC(=CC1)C(F)(F)F)=O